CC1=NC=CC2=C1NC1=CC=CC(=C21)C 1,5-dimethyl-9H-pyrido[3,4-b]indole